[Ir+3].N1=C(C=C(C=C1)C(=O)O)C1=NC=CC(=C1)C(=O)O 2,2'-bipyridine-4,4'-dicarboxylic acid iridium (III)